2-fluorobenzyl (3-(N-(tert-butyl)sulfamoyl)-4-(2-((1r,4r)-4-((isopropoxycarbonyl)amino)cyclohexyl)thiazol-5-yl)phenyl)carbamate C(C)(C)(C)NS(=O)(=O)C=1C=C(C=CC1C1=CN=C(S1)C1CCC(CC1)NC(=O)OC(C)C)NC(OCC1=C(C=CC=C1)F)=O